[Au].[Ag].[Pd].[Ag].[Pt] platinum silver-palladium silver-gold